C[C@H]\\1C/C=C/[C@H]2C=C([C@H]([C@@H]3[C@@]2(C(=O)/C=C/C[C@@H](/C(=C1)/C)O)C(=O)N[C@H]3CC4=CNC5=CC=CC=C54)C)C The molecule is a cytochalasan alkaloid found in Chaetomium globosum. It has a role as an antineoplastic agent and a Chaetomium metabolite. It is a cytochalasan alkaloid, a member of indoles and a macrocycle.